1-(4-chloro-2-(1H-tetrazol-5-yl)phenyl)pentan-1-ol ClC1=CC(=C(C=C1)C(CCCC)O)C1=NN=NN1